ClC=1N=C(C2=C(N1)NC=C2)N2CC[C@@H]1[C@H]2CN(CC1)C(=O)OCC1=CC=CC=C1 (3aS,7aS)-benzyl 1-(2-chloro-7H-pyrrolo[2,3-d]pyrimidin-4-yl)hexahydro-1H-pyrrolo[2,3-c]pyridine-6(2H)-carboxylate